C(C)(C)(C)C=1C(=C(C=C(C1)CCC(=O)OCC(CCCC)CC)N1N=C2C(=N1)C=CC(=C2)Cl)O 2-(3'-tert-butyl-5'-[2-(2-ethylhexyloxy)carbonylethyl]-2'-hydroxyphenyl)-5-chloro-benzotriazole